FCCN1CC(C1)OCC1=C(C=CC=C1)NC(\C=C\C1=CC=C2C=NN(C2=C1)C1OCCCC1)=O (2E)-N-[2-([[1-(2-fluoroethyl)azetidin-3-yl]oxy]methyl)phenyl]-3-[1-(oxan-2-yl)indazol-6-yl]prop-2-enamide